C(CCCCCCCCCCCCCCC)OC1=CC=C(C=C1)S(=O)(=O)C=1C=NC2=CC=C(C=C2C1N1CCC(CC1)N1CCC(CC1)N1CCN(CC1)C)SC 3-((4-(hexadecyloxy)phenyl)sulfonyl)-4-(4-(4-methylpiperazin-1-yl)-[1,4'-bipiperidin]-1'-yl)-6-(methylthio)quinoline